((S)-4,4-difluoro-2-methyltetrahydrofuran-2-yl)(1,4-dimethyl-1H-pyrazol-3-yl)methylamine FC1(C[C@@](OC1)(C)NCC1=NN(C=C1C)C)F